Dimethyl 2,6-dicyclopropyl-4-(thieno[2,3-b]pyridin-3-yl)-1,4-dihydropyridin-3,5-dicarboxylat C1(CC1)C=1NC(=C(C(C1C(=O)OC)C1=CSC2=NC=CC=C21)C(=O)OC)C2CC2